CC(C)(C)[S@@](=O)NC(CC)C1=NC=CC(=C1)NS(=O)(=O)C1CC1 N-[2-(1-[[(R)-2-methylpropane-2-sulfinyl]amino]propyl)pyridin-4-yl]cyclopropanesulfonamide